3-[4-[4-[4-(hydroxymethyl)cyclohexyl]piperazin-1-yl]phenyl]-piperidine-2,6-dione OCC1CCC(CC1)N1CCN(CC1)C1=CC=C(C=C1)C1C(NC(CC1)=O)=O